O1COC2=C1C=CC(=C2)CC(CCC)NCC 1-(1,3-benzodioxol-5-yl)-N-ethylpentan-2-amine